1-[2-anilino-6-[5-(2-morpholinoethoxy)benzimidazol-1-yl]-3-pyridyl]ethanol N(C1=CC=CC=C1)C1=NC(=CC=C1C(C)O)N1C=NC2=C1C=CC(=C2)OCCN2CCOCC2